CNC1=C(C(C1=O)=O)NCCCN(CCCCCCCC(=O)OCCC(CCCC)CCCC)CCCCCCCC(=O)OC(CCCC)CCCC 3-Butylheptyl 8-((3-((2-(methylamino)-3,4-dioxocyclobut-1-en-1-yl)amino)propyl)(8-(nonan-5-yloxy)-8-oxooctyl)amino)octanoate